(S)-2-chloro-4-((2-hydroxy-1-phenylethyl)amino)pyrimidine-5-carboxylic acid ethyl ester C(C)OC(=O)C=1C(=NC(=NC1)Cl)N[C@H](CO)C1=CC=CC=C1